ClC1=C(CCC=2C=C3CCC(C3=CC2)N2CCC(CC2)C(=O)O)C(=CC=C1)Cl (5-(2,6-Dichlorophenethyl)-2,3-dihydro-1H-inden-1-yl)piperidine-4-carboxylic acid